cyclopropyl(4-(((6-(4-methylpiperazin-1-yl)-1-(3-morpholinopropyl)-1H-indazol-4-yl)amino)methyl)piperidin-1-yl)methanone C1(CC1)C(=O)N1CCC(CC1)CNC1=C2C=NN(C2=CC(=C1)N1CCN(CC1)C)CCCN1CCOCC1